C1=C(C(=C(C2=CC(=CC=C12)C(=O)O)C(=O)O)C(=O)O)C(=O)O.[Ti] titanium 2,3,4,6-naphthalenetetracarboxylic acid